CN1N=CC(=C1C)[C@@]1(NC(NC1=O)=O)CNC(OC(C)(C)C)=O |r| rac-tert-butyl {[4-(1,5-dimethyl-1H-pyrazol-4-yl)-2,5-dioxoimidazolidin-4-yl]methyl}carbamate